[Si](C)(C)(C(C)(C)C)OC1CCC(C(C1)C(=O)O)C 5-((tert-butyldimethylsilyl)oxy)-2-methylcyclohexane-1-carboxylic acid